O1COC2=C1C=CC(=C2)N(C(=O)C=2C=C(C=CC2)N2N=C(C(=C2C)C(=O)O)C)C 1-[3-[1,3-benzodioxol-5-yl(methyl)carbamoyl]phenyl]-3,5-dimethyl-pyrazole-4-carboxylic acid